BrC1=CC=C(C=C1)/C(=C/COC1=CC(=C(OCC(=O)OC)C=C1)C)/C1=CC=C(C=C1)Cl methyl (E)-[4-[3-(4-bromophenyl)-3-(4-chlorophenyl)allyloxy]-2-methylphenoxy]acetate